OC(CS(=O)(=O)OOCC=C)C allyloxy 2-hydroxypropyl-sulfonate